N1(CCCC1)CC1=CC=C2C=CC(=CC2=C1)O 7-(pyrrolidin-1-ylmethyl)naphthalen-2-ol